1-[5-isopentyl-1-[4-(trifluoromethoxy)phenyl]pyrazol-3-yl]piperazine C(CC(C)C)C1=CC(=NN1C1=CC=C(C=C1)OC(F)(F)F)N1CCNCC1